6,15-dihydro-5,9,14,18-anthrazinetetron C1=CC=CC=2C(C3=C4NC5=CC=C6C(C7=CC=CC=C7C(C6=C5NC4=CC=C3C(C12)=O)=O)=O)=O